NC1=C(C=C(C=C1)N1CCN(CC1)C(=O)OC(C)(C)C)F tert-Butyl 4-(4-amino-3-fluorophenyl)piperazine-1-carboxylate